N-[2-(3-ethenylphenyl)ethyl]-8-fluoro-7-{7-fluoro-8-[2-(triisopropylsilyl)ethynyl]naphthalen-1-yl}-2-(methylsulfanyl)pyrido[4,3-d]pyrimidin-5-amine C(=C)C=1C=C(C=CC1)CCNC1=NC(=C(C=2N=C(N=CC21)SC)F)C2=CC=CC1=CC=C(C(=C21)C#C[Si](C(C)C)(C(C)C)C(C)C)F